7-difluoromethyl-5-(3,4-dimethylphenyl)-N-hydroxy-N-methylpyrazolo[1,5-a]pyrimidine-3-carboxamide FC(C1=CC(=NC=2N1N=CC2C(=O)N(C)O)C2=CC(=C(C=C2)C)C)F